C(C)O\N=C(/N)\C1=NC(=C(C=C1)S(=O)(=O)C)CC=1SC=C(N1)C1=CC=CC=C1 (Z)-N'-ethoxy-5-(methylsulfonyl)-6-(4-phenylthiazol-2-yl)methylpyridineamidine